(3,4-epoxycyclohexyl)ethyltri-(isobutoxy)silane C1(CC2C(CC1)O2)CC[Si](OCC(C)C)(OCC(C)C)OCC(C)C